diethyl 2-(3-nitrothiophen-2-yl)malonate [N+](=O)([O-])C1=C(SC=C1)C(C(=O)OCC)C(=O)OCC